OC(CC1=CC=C2C(=C(C(OC2=C1)=O)CC1=C(C(=CC=C1)NS(NC)(=O)=O)F)C)CO 7-(2,3-dihydroxypropyl)-3-({2-fluoro-3-[(methylsulfamoyl)amino]phenyl}methyl)-4-methylchromen-2-one